1-(2-((2-((3-chloro-2-fluorobenzyl)amino)-2-oxoethyl)(2-hydroxyethyl)amino)-2-oxoethyl)-1H-indazole-3-carboxamide ClC=1C(=C(CNC(CN(C(CN2N=C(C3=CC=CC=C23)C(=O)N)=O)CCO)=O)C=CC1)F